Tert-butyl-[[4-chloro-2-(trifluoromethyl)pyrimidin-5-yl]methoxy]-dimethyl-silane C(C)(C)(C)[Si](C)(C)OCC=1C(=NC(=NC1)C(F)(F)F)Cl